3-amino-9-bromo-5-methyl-2,3-dihydropyrido[3,2-b][1,4]Oxaazepine NC1CN(C2=C(OC1)C(=CC=N2)Br)C